(S)-1-((S)-7-fluoro-2,3-dihydro-benzo[1,4]dioxin-2-ylmethyl)-3-methoxymethyl-3-methyl-piperidine FC=1C=CC2=C(O[C@H](CO2)CN2C[C@@](CCC2)(C)COC)C1